CN1CCN(CC1)C1CNCCC1 3-(4-methylpiperazin-1-yl)piperidin